rel-(3R,4R)-4-(((6-(cyclopropyl(4-(trifluoromethyl)benzyl)amino)-5-fluoropyrimidin-4-yl)amino)methyl)piperidin-3-ol C1(CC1)N(C1=C(C(=NC=N1)NC[C@@H]1[C@H](CNCC1)O)F)CC1=CC=C(C=C1)C(F)(F)F |o1:12,13|